CO[C@@H](CN(CC[C@@H](C(=O)O)NC=1C=NC=CC1)CCCCC1=NC=2NCCCC2C=C1)C (S)-4-(((R)-2-methoxypropyl)(4-(5,6,7,8-tetrahydro-1,8-naphthyridin-2-yl)butyl)amino)-2-(pyridin-3-ylamino)butanoic acid